1-(2,2-difluoroethyl)3-((R)-1-(2-((R)-1-hydroxyethyl)imidazo[4,5-d]Pyrrolo[2,3-b]Pyridin-1(6H)-yl)pyrrolidin-3-yl)urea FC(CNC(=O)N[C@H]1CN(CC1)N1C(=NC=2C1=C1C(=NC2)NC=C1)[C@@H](C)O)F